CC=1N=NC=C(C1[C@@H](C)OC=1C=C2C(=NN(C2=CC1)C1OCCCC1)C=1C=C(C#N)C=C(C1)OC)C 3-[5-[(1R)-1-(3,5-dimethylpyridazin-4-yl)ethoxy]-1-tetrahydropyran-2-yl-indazol-3-yl]-5-methoxy-benzonitrile